O=C(N(CC=1SC=CC1)CC1=CC=C(C=C1)OC)OCOCOCN(COCOCOC(N(CC=1SC=CC1)CC1=CC=C(C=C1)OC)=O)C 3,17-dioxo-1,19-bis(2-thienyl)-2,18-bis(4-methoxybenzyl)-4,6,8,12,14,16-hexaoxa-2,10,18-triaza-10-methyl-nonadecane